7-chloro-5-(4-fluorophenyl)-6-isopropyl-1H-pyrazolo[4,3-g]quinolone ClC1=NC2=CC3=C(C=C2C(=C1C(C)C)C1=CC=C(C=C1)F)C(NN3)=O